FC1=CC2=CN(N=C2C=C1CC(=O)NC1=CC(=NC=C1)C(=O)O)CC1=CC=C(C=C1)OC 4-[[2-[5-fluoro-2-[(4-methoxyphenyl)methyl]indazol-6-yl]acetyl]amino]pyridine-2-carboxylic acid